C(#N)C(N1CC2(CN(C2)C(=O)OC(C)(C)C)C1)C1=CC=C(C=C1)F tert-butyl 6-(cyano(4-fluorophenyl)methyl)-2,6-diazaspiro[3.3]heptane-2-carboxylate